NC(COCCOCCNC1=C2C(N(C(C2=CC=C1)=O)C1C(NC(CC1)=O)=O)=O)OCCOCCOCCCN1[C@@H](CCC1)C1=NC=C2N1CCC2 8-Amino-3-((2S)-1-(1-((2-(2,6-dioxopiperidin-3-yl)-1,3-dioxoIsoindoline-4-yl)amino)-3,6,9,12,15-pentoxaoctadecane-18-yl)pyrrolidin-2-yl)imidazo[1,5-a]pyrrolidin